Potassium (S)-5-(tert-Butoxycarbonyl)-5-azaspiro[2.4]heptane-6-carboxylate C(C)(C)(C)OC(=O)N1CC2(CC2)C[C@H]1C(=O)[O-].[K+]